(R)-7-(4-(1-aminoethyl)-4-methylpiperidine-1-yl)-3-(2,3-dichlorophenyl)quinazoline-2,4(1H,3H)-dione N[C@H](C)C1(CCN(CC1)C1=CC=C2C(N(C(NC2=C1)=O)C1=C(C(=CC=C1)Cl)Cl)=O)C